BrC1=CC=C(C(=O)O)C=C1 4-bromo-benzoic acid